6-bromo-N-(3-fluoro-5-methoxy-4-pyridinyl)-7-methoxy-3-nitro-quinolin-4-amine BrC=1C=C2C(=C(C=NC2=CC1OC)[N+](=O)[O-])NC1=C(C=NC=C1OC)F